2-(4-{[(3R)-1-(2-hydroxyethyl)piperidin-3-yl]amino}-3-methyl-[1,2]oxazolo[4,5-d]pyridazin-7-yl)-5-(trifluoromethyl)phenol OCCN1C[C@@H](CCC1)NC1=NN=C(C2=C1C(=NO2)C)C2=C(C=C(C=C2)C(F)(F)F)O